(S)-5-((5-ethyl-1H-pyrazol-3-yl)amino)-3-((1-(oxetan-3-yl)ethyl)amino)pyrazine-2-carbonitrile C(C)C1=CC(=NN1)NC=1N=C(C(=NC1)C#N)N[C@@H](C)C1COC1